Cl.FC=1C(=C(C=CC1F)C(=O)N1CC(C1)(O)CNC1=NC=CC=N1)NC1=C(C=C(C=C1)I)F 1-({3,4-difluoro-2-[(2-fluoro-4-iodophenyl)amino]Phenyl}carbonyl)-3-[(pyrimidin-2-ylamino)methyl]Azetidine-3-ol hydrochloride